BrC1=C2CCN([C@@H](C2=C(C=C1)O)CN1C(CCC1)=O)C(=O)OC(C)(C)C tert-butyl (S)-5-bromo-8-hydroxy-1-((2-oxopyrrolidin-1-yl)methyl)-3,4-dihydroisoquinoline-2(1H)-carboxylate